NC1=CC(=C(C=C1)N1CCC2(CN(C2)C2CCN(CC2)NC(OC(C)(C)C)=O)CC1)F tert-butyl (4-(7-(4-amino-2-fluorophenyl)-2,7-diazaspiro[3.5]nonan-2-yl)piperidin-1-yl)carbamate